7'-(1,1-dimethylsilolan-3-yl)-2'-((7-methyl-[1,2,4]triazolo[1,5-a]pyridin-6-yl)amino)spiro[cyclopropane-1,5'-pyrrolo[2,3-d]pyrimidin]-6'(7'H)-one C[Si]1(CC(CC1)N1C(C2(C3=C1N=C(N=C3)NC=3C(=CC=1N(C3)N=CN1)C)CC2)=O)C